N-(1-(3,4-difluorophenyl)ethyl)-1-phenyl-1H-pyrazole-4-carboxamide FC=1C=C(C=CC1F)C(C)NC(=O)C=1C=NN(C1)C1=CC=CC=C1